3-(5-(1-(2-(4-((4-(4-amino-3-(4-phenoxyphenyl)-1H-pyrazolo[3,4-d]pyrimidin-1-yl)piperidin-1-yl)methyl)piperidin-1-yl)ethyl)piperidin-4-yl)-1-oxoisoindolin-2-yl)piperidine-2,6-dione NC1=C2C(=NC=N1)N(N=C2C2=CC=C(C=C2)OC2=CC=CC=C2)C2CCN(CC2)CC2CCN(CC2)CCN2CCC(CC2)C=2C=C1CN(C(C1=CC2)=O)C2C(NC(CC2)=O)=O